8-(tetrahydro-2H-pyran-4-yl)-7,8-dihydropteridin-6(5H)-one O1CCC(CC1)N1CC(NC=2C=NC=NC12)=O